Tert-butyl (7-methoxy-2-thioxo-2,3,4,5-tetrahydro-1H-1-benzazepin-4-yl)carbamate COC=1C=CC2=C(CC(CC(N2)=S)NC(OC(C)(C)C)=O)C1